3-(4-(Trifluoromethoxy)phenyl)cyclopentan-1-one FC(OC1=CC=C(C=C1)C1CC(CC1)=O)(F)F